[O].O=C[C@H](O)[C@@H](O)[C@H](O)[C@H](O)CO dextrose oxygen